5-benzyl-N-((2R,3S)-2-methyl-5-trideuteriomethyl-4-oxo-2,3,4,5-tetrahydropyrido[3,2-b][1,4]oxazepin-3-yl)-1,3,4-oxadiazole-2-carboxamide C(C1=CC=CC=C1)C1=NN=C(O1)C(=O)N[C@@H]1C(N(C2=C(O[C@@H]1C)C=CC=N2)C([2H])([2H])[2H])=O